(2α,3α,5α,17α)-17-hydroxy-2-{4-[1-(quinolin-2-ylcarbonyl)-L-prolyl]piperazin-1-yl}pregn-20-yn-3-yl acetate C(C)(=O)O[C@H]1C[C@@H]2CC[C@H]3[C@@H]4CC[C@](C#C)([C@]4(CC[C@@H]3[C@]2(C[C@H]1N1CCN(CC1)C([C@H]1N(CCC1)C(=O)C1=NC2=CC=CC=C2C=C1)=O)C)C)O